(4-chloro-2-fluorophenyl)-2-(2,6-dibromophenoxy)ethan-1-ol ClC1=CC(=C(C=C1)C(COC1=C(C=CC=C1Br)Br)O)F